C(C)(C)(C)OC(N[C@H](C)CCO)=O (R)-(4-Hydroxybutan-2-yl)carbamic acid tert-butyl ester